3,4-dimethylphenyl-amine CC=1C=C(C=CC1C)N